tert-butyl (3-(1,1-difluoro-2-(methoxy(methyl)amino)-2-oxoethyl)phenyl)carbamate FC(C(=O)N(C)OC)(F)C=1C=C(C=CC1)NC(OC(C)(C)C)=O